(P)-3-bromo-4-((5-fluoropyridin-2-yl)methoxy)-2'-(2-(2-hydroxypropan-2-yl)-5-methylpyrimidin-4-yl)-5',6-dimethyl-2H-[1,4'-bipyridin]-2-one BrC=1C(N(C(=CC1OCC1=NC=C(C=C1)F)C)C1=CC(=NC=C1C)C1=NC(=NC=C1C)C(C)(C)O)=O